C(CCCCCCCCCCCCCCC(C)C)(=O)OCCO ethylene glycol isostearate